Cl.C(C)(C)(C)C=1C=C(C=C(C1)OC(F)(F)F)CN (3-(tert-butyl)-5-(trifluoromethoxy)phenyl)methylamine hydrochloride